C1(C(C=CC=C1)C)(C)C(C(=O)O)(O)C(O)C(=O)O xylenyl-tartaric acid